methyl 2-oxo-7-[4-(trifluoromethyl)phenyl]-1H-quinoline-3-carboxylate O=C1NC2=CC(=CC=C2C=C1C(=O)OC)C1=CC=C(C=C1)C(F)(F)F